FC=1C=C(COC2=CC=C(C3=C2OCCCO3)CN[C@H](C(=O)N)C)C=CC1 (S)-2-{[9-(3-fluorobenzyloxy)-3,4-dihydro-2H-benzo[b][1,4]dioxepin-6-yl]methylamino}propionamide